C(C)(C)(C)C1=C(OCC2CCN(CC2)C(C(=O)O)=O)C=CC=C1 {4-[(2-tert-butylphenoxy)methyl]piperidin-1-yl}(oxo)acetic acid